N,N'-bis(2-hydroxyethyl)ethylenebis(aminoacetic acid) OCCNC(C(=O)O)CCC(C(=O)O)NCCO